5-(2-iodo-4-methoxy-1H-pyrrolo[2,3-b]pyridin-3-yl)-2-methylphenylacrylamide IC1=C(C=2C(=NC=CC2OC)N1)C=1C=CC(=C(C1)C(C(=O)N)=C)C